((3S*,4R*)-1-{2-[(tert-butyldimethylsilyl)-oxy]ethyl}-4-(2,6-difluoro-4-methoxy-phenyl)-2-oxopyrrolidin-3-yl)carbamic acid benzyl ester C(C1=CC=CC=C1)OC(N[C@@H]1C(N(C[C@H]1C1=C(C=C(C=C1F)OC)F)CCO[Si](C)(C)C(C)(C)C)=O)=O |o1:10,14|